NC(C(=O)N[C@@H](C(=O)N1C[C@](CCC1)(C(=O)N(N(C)C)C)CC1=CC=CC=C1)CC1=CNC2=CC=CC=C12)(C)C 2-amino-N-[(1R)-2-[(3R)-3-benzyl-3-(N,N',N'-trimethylhydrazinocarbonyl)piperidin-1-yl]-1-(1H-indol-3-ylmethyl)-2-oxoethyl]-2-methylpropanamide